(S)-(1,3-Dimethyl-azetidin-3-yl)-(3-methoxymethyl-phenyl)-(4-trifluoromethoxy-phenyl)-methanol CN1CC(C1)(C)[C@](O)(C1=CC=C(C=C1)OC(F)(F)F)C1=CC(=CC=C1)COC